tert-butyl 5-[1-ethyl-7-(2-ethyl-6-methyl-3-pyridyl)-5-[4-(5-fluoro-3-methoxy-2-pyridyl)piperazine-1-carbonyl]indol-2-yl]-3,6-dihydro-2H-pyridine-1-carboxylate C(C)N1C(=CC2=CC(=CC(=C12)C=1C(=NC(=CC1)C)CC)C(=O)N1CCN(CC1)C1=NC=C(C=C1OC)F)C1=CCCN(C1)C(=O)OC(C)(C)C